C(C)(C)(C)[Si](OC1CC2(C1)CC(C2)N)(C)C 2-[tert-butyl-(dimethyl)silyl]oxyspiro[3.3]heptan-6-amine